7-(1-benzhydrylpiperidin-4-yl)-3-fluoro-5,6,7,8-tetrahydro-1,7-naphthyridine C(C1=CC=CC=C1)(C1=CC=CC=C1)N1CCC(CC1)N1CCC=2C=C(C=NC2C1)F